(E)-N'-(3,5-dimethoxybenzylidene)-6-(3-fluorophenyl)pyrazine-2-carbohydrazide COC=1C=C(\C=N\NC(=O)C2=NC(=CN=C2)C2=CC(=CC=C2)F)C=C(C1)OC